tert-butyl 2-(6-((2-((tert-butoxycarbonyl)amino)-2-methylpropyl)carbamoyl)pyrazin-2-yl)-5-cyano-1H-indole-1-carboxylate C(C)(C)(C)OC(=O)NC(CNC(=O)C1=CN=CC(=N1)C=1N(C2=CC=C(C=C2C1)C#N)C(=O)OC(C)(C)C)(C)C